C(C)(C)(C)N[Si]([O-])=O t-butylsilacarbamate